COCCOC(=C(OCCOC)OCCOC)[SiH3] tris-(2-methoxyethoxy)vinylsilane